O=C1NC(CCC1N1C(C2=CC=CC(=C2C1=O)N(C1CCC(CC1)C(=O)N1CCC(CC1)C(=O)O)C)=O)=O 1-[(1r,4r)-4-{[2-(2,6-dioxopiperidin-3-yl)-1,3-dioxoisoindol-4-yl](methyl)amino}cyclohexanecarbonyl]piperidine-4-carboxylic acid